1-(benzo[d][1,3]dioxol-5-yl)-2-(8-hydroxynaphthalen-1-yl)ethan-1-one O1COC2=C1C=CC(=C2)C(CC2=CC=CC1=CC=CC(=C21)O)=O